3,4-dihydrobenzo[f][1,3,4]thidiazepine-5(2H)-one S1CNNC(C2=C1C=CC=C2)=O